(2S,4R)-1-[(2R)-2-[3-(2,2-diethoxyethoxy)isoxazol-5-yl]-3-methyl-butyryl]-4-hydroxy-pyrrolidine-2-carboxylic acid methyl ester COC(=O)[C@H]1N(C[C@@H](C1)O)C([C@H](C(C)C)C1=CC(=NO1)OCC(OCC)OCC)=O